N-(1-(difluoromethyl)-1H-pyrazol-4-yl)-1-(6-((1-(4-(difluoromethyl)phenyl)-4-methyl-1H-1,2,3-triazol-5-yl)methoxy)pyridazin-3-yl)azetidine-3-carboxamide FC(N1N=CC(=C1)NC(=O)C1CN(C1)C=1N=NC(=CC1)OCC1=C(N=NN1C1=CC=C(C=C1)C(F)F)C)F